2-[6-[2-mesyl-4-(trifluoromethyl)phenyl]-2-azaspiro[3.3]heptane-2-carbonyl]-7-oxa-2,5-diazaspiro[3.4]octan-6-one S(=O)(=O)(C)C1=C(C=CC(=C1)C(F)(F)F)C1CC2(CN(C2)C(=O)N2CC3(C2)NC(OC3)=O)C1